2-methoxy-4-(oxolane-2-yl)phenol COC1=C(C=CC(=C1)C1OCCC1)O